[Si](C)(C)(C(C)(C)C)O[C@H]1[C@@H]([C@@H](O[C@]1(C=C)CO[Si](C)(C)C(C)(C)C)N1C(NC(C(=C1)F)=O)=O)F 1-[(2R,3S,4R,5R)-4-[(tert-butyldimethylsilyl)oxy]-5-{[(tert-butyldimethylsilyl)oxy]methyl}-5-ethenyl-3-fluorooxolan-2-yl]-5-fluoro-3H-pyrimidine-2,4-dione